O=S1(CCC2=NC=CC(=C21)NC(=O)C=2C=NC=CC2)=O N-{1,1-dioxo-2H,3H-1λ6-thieno[3,2-b]pyridin-7-yl}pyridine-3-carboxamide